C(C)(C)C1=NC=C(C(=O)NCC2=CC=C(C=C2)NC(OCC2=CC=C(C=C2)Cl)=O)C=C1 4-chlorobenzyl (4-((6-isopropylnicotinamido)meth-yl)phenyl)carbamate